2-(1-(adamantan-1-ylmethyl)-5-methyl-1H-pyrazol-4-yl)-7-(6-chloropyridazin-3-yl)pyrazolo[5,1-b]thiazole-3-carboxylic acid ethyl ester C(C)OC(=O)C=1N2C(SC1C=1C=NN(C1C)CC13CC4CC(CC(C1)C4)C3)=C(C=N2)C=2N=NC(=CC2)Cl